(S)-N-(3-((4-(4-aminopyrimidin-2-yl)-1-methyl-1H-pyrazol-5-yl)oxy)butyl)-6'-chloro-3-fluoro-5-((4-methylpiperazin-1-yl)methyl)-[2,3'-bipyridin]-4'-amine NC1=NC(=NC=C1)C=1C=NN(C1O[C@H](CCNC1=C(C=NC(=C1)Cl)C1=NC=C(C=C1F)CN1CCN(CC1)C)C)C